1-(1-(4-(1-(dimethylglycyl)-1,2,3,6-tetrahydropyridin-4-yl)benzyl)-1H-indol-5-yl)-5-methyl-1H-pyrazole-3-carboxamide CN(CC(=O)N1CCC(=CC1)C1=CC=C(CN2C=CC3=CC(=CC=C23)N2N=C(C=C2C)C(=O)N)C=C1)C